N-(4-(((2s,4r)-2-methyl-1-propionyl-1,2,3,4-tetrahydroquinolin-4-yl)amino)phenyl)azetidine-3-carboxamide C[C@@H]1N(C2=CC=CC=C2[C@@H](C1)NC1=CC=C(C=C1)NC(=O)C1CNC1)C(CC)=O